NCC1NC[C@@]2(NCC[C@@]21CCCB2O[C@@]1([C@H](O2)C[C@H]2C([C@@H]1C2)(C)C)C)C(=O)OC methyl (3aR,6aR)-4-(aminomethyl)-3a-(3-((3aS,4S,6S,7aR)-3a,5,5-trimethylhexahydro-4,6-methanobenzo[d][1,3,2]dioxaborol-2-yl)propyl)hexahydropyrrolo[3,4-b]pyrrole-6a(1H)-carboxylate